O=C1NC(CCC1N1C(C2=CC=CC(=C2C1=O)NCC1=CC=C(C=C1)CN1CCN(CC1)C1=NC=C(C=C1)C(F)(F)F)=O)=O 2-(2,6-dioxopiperidin-3-yl)-4-(4-((4-(5-(trifluoromethyl)pyridin-2-yl)piperazin-1-yl)methyl)benzylamino)isoindoline-1,3-dione